nervonoylcarnitine C(CCCCCCCCCCCCC\C=C/CCCCCCCC)(=O)C(O)(C[N+](C)(C)C)CC([O-])=O